((2S)-tert-butyl 1-(3-(4-((5-bromo-3-fluoropyridin-2-yl) oxy) phenyl)-1,2,4-oxadiazol-5-yl)-3-hydroxybut-2-yl) carbamate C(N)(O[C@@H](CC1=NC(=NO1)C1=CC=C(C=C1)OC1=NC=C(C=C1F)Br)C(CC(C)(C)C)O)=O